(S)-1-(5-chloro-3-fluoropyridin-2-yl)-4-(4-chlorobenzyl)-3-(3-hydroxybicyclo[1.1.1]pentan-1-yl)piperazine-2,5-dione ClC=1C=C(C(=NC1)N1C([C@@H](N(C(C1)=O)CC1=CC=C(C=C1)Cl)C12CC(C1)(C2)O)=O)F